chlorine [1,3-bis(2,6-diisopropylphenyl)imidazol-2-ylidene]copper (I) C(C)(C)C1=C(C(=CC=C1)C(C)C)N1C(N(C=C1)C1=C(C=CC=C1C(C)C)C(C)C)=[Cu-].[Cl+]